NC1=C(C(N(C2=CC(=CC=C12)OC(F)(F)F)C1=C(C=C(C=C1)C(C)O)C)=O)C(=O)OC methyl 4-amino-1-(4-(1-hydroxyethyl)-2-methylphenyl)-2-oxo-7-(trifluoromethoxy)-1,2-dihydroquinoline-3-carboxylate